elaidyl behenate C(CCCCCCCCCCCCCCCCCCCCC)(=O)OCCCCCCCC\C=C\CCCCCCCC